N1C=NC2=C1C(=CC=C2)N 1H-benzo[D]imidazole-7-amine